methyl 6-((E)-4-(((1r,4r)-4-hydroxycyclohexyl)amino)but-2-enamido)nicotinate OC1CCC(CC1)NC/C=C/C(=O)NC1=NC=C(C(=O)OC)C=C1